1-(2-fluoro-3-methoxyphenyl)piperazine FC1=C(C=CC=C1OC)N1CCNCC1